4-methylsulfonyl-2-(trifluoromethyl)piperazine CS(=O)(=O)N1CC(NCC1)C(F)(F)F